C(C)OC(=O)C1N(N(C=C1)CC1=C(C=C(C=C1F)F)F)CCNC(C(F)F)C 2-(((1,1-difluoropropan-2-yl)amino)ethyl)-1-(2,4,6-trifluorobenzyl)-1H-Pyrazole-3-carboxylic acid ethyl ester